(2r,5r)-2-(1-(4-bromophenyl)-4-(4-fluorophenyl)-1H-pyrazol-3-yl)-5-methyl-3-(2-(2-oxoindol-6-yl)ethyl)oxazolidin-4-one BrC1=CC=C(C=C1)N1N=C(C(=C1)C1=CC=C(C=C1)F)[C@H]1O[C@@H](C(N1CCC=1C=CC2=CC(N=C2C1)=O)=O)C